2-bromo-N-(2-nitrophenyl)-4-(trifluoromethyl)aniline BrC1=C(NC2=C(C=CC=C2)[N+](=O)[O-])C=CC(=C1)C(F)(F)F